C(C)C1=CC=C(C=N1)CN1N=C2C3=C(CCC2=C1)OC(=C3C)C(=O)O 2-[(6-Ethylpyridin-3-yl)methyl]-8-methyl-4,5-dihydro-2H-furo[2,3-g]indazole-7-carboxylic acid